CC1(OB(OC1(C)C)C1=CC=C(C=C1)C1=CC=C(C=C1)CN1C(CN(CC1)CC(F)(F)F)=O)C 1-((4'-(4,4,5,5-tetramethyl-1,3,2-dioxaborolan-2-yl)-[1,1'-biphenyl]-4-yl)methyl)-4-(2,2,2-trifluoroethyl)piperazin-2-one